C(CCCCCCCC(=O)OCC(CCCCCC)CCCC)(=O)OCC1=CC(=CC(=C1)CO)COC(CCC(OCCCCCCCC)OCCCCCCCC)=O 1-(3-(((4,4-bis(octyloxy)butanoyl)oxy)methyl)-5-(hydroxymethyl)benzyl) 9-(2-butyloctyl) nonanedioate